C1[C@@H](O1)COCC2=CC=CC=C2 benzyl (R)-(-)-glycidyl ether